FC1=C(C(=CC=C1)C(F)(F)F)C1=NC=2C=NNC2C=2C=NN3CCCN1C23 8-[2-fluoro-6-(trifluoromethyl)phenyl]-3,4,7,9,13,14-hexazatetracyclo[7.6.1.02,6.013,16]hexadeca-1(16),2(6),4,7,14-pentaene